FC(C=1C=C(C=CC1)/C=C/C(=O)C1=CC=C(OCCCC(=O)O)C=C1)(F)F 4-[4-[(E)-3-[3-(Trifluoromethyl)phenyl]prop-2-enoyl]phenoxy]butanoic acid